N-(2-Methoxyethyl)-2-methyl-5-(2-methyl-4-nitrobenzoyl)benzamide COCCNC(C1=C(C=CC(=C1)C(C1=C(C=C(C=C1)[N+](=O)[O-])C)=O)C)=O